C(C)(C)(C)OC(=O)N1CCC2(CC(C2)N2N=NC(=C2C)C(=O)O)CC1 1-(7-tert-butoxycarbonyl-7-azaspiro[3.5]nonan-2-yl)-5-methyl-triazole-4-carboxylic acid